COC=1C=C(C=CC1OC)C=1NC2=CC=C(C=C2C1C)C1CCN(CC1)CC=1N(C=CC1)C 2-(3,4-dimethoxyphenyl)-3-methyl-5-(1-((1-methyl-1H-pyrrol-2-yl)methyl)piperidin-4-yl)-1H-indole